ClC=1N=C(C=2N=CN([C@H]3C[C@H](O)[C@@H](CO)O3)C2N1)N 2-chlorodeoxy-adenosine